(toluenesulfonyloxy)methane C(C1=CC=CC=C1)S(=O)(=O)OC